ClC=1C=C(NC=2C3=C(N=CN2)C=NC(=C3)O[C@@H]3CN(CC3)C(=O)OC(C)(C)C)C=CC1OC(F)F tert-butyl (3S)-3-[4-[3-chloro-4-(difluoromethoxy)anilino]pyrido[3,4-d]pyrimidin-6-yl]oxypyrrolidine-1-carboxylate